5-cyano-6-(methylthio)picolinic acid C(#N)C=1C=CC(=NC1SC)C(=O)O